3-(1,4,5,6-tetrahydropyrimidin-2-ylamino)benzoic acid N1C(=NCCC1)NC=1C=C(C(=O)O)C=CC1